5-(3-bromo-7-fluoroquinolin-8-yl)-6-ethylpyridin-2-amine BrC=1C=NC2=C(C(=CC=C2C1)F)C=1C=CC(=NC1CC)N